1-(3-chloro-2-fluorobenzyl)-4-((4-(1,1-difluoroethyl)-3-fluoro-6-((5-methyl-1H-pyrazol-3-yl)amino)-pyridin-2-yl)methyl)piperidine-4-carboxylic acid ClC=1C(=C(CN2CCC(CC2)(C(=O)O)CC2=NC(=CC(=C2F)C(C)(F)F)NC2=NNC(=C2)C)C=CC1)F